ClC=1C(=C(C(=NC1C1=CC=C(C=C1)F)C(CNC(=O)C=1C=C2C=C(N=NC2=C(C1)OC)C)(C(F)(F)F)O)F)C(C)(C)O (+)-N-{2-[5-chloro-3-fluoro-6-(4-fluorophenyl)-4-(2-hydroxypropan-2-yl)pyridin-2-yl]-3,3,3-trisFluoro-2-hydroxypropyl}-8-methoxy-3-methylcinnoline-6-carboxamide